[Si](C)(C)(C(C)(C)C)O[C@@H]1C[C@H](N(C1)C(=O)OC(C)(C)C)C1CCNCC1 tert-butyl (2S,4R)-4-{[tert-butyl(dimethyl)silyl]oxy}-2-(piperidin-4-yl)pyrrolidine-1-carboxylate